C1CN(CCC12CCNCC2)CC2C(CN(CC2)C(=O)OC(C)(C)C)(F)F tert-butyl 4-((3,9-diazaspiro[5.5]undecan-3-yl)methyl)-3,3-difluoropiperidine-1-carboxylate